1-(methyl-d3)-4-nitro-3-((tetrahydrofuran-3-yl)oxy)-1H-pyrazole C(N1N=C(C(=C1)[N+](=O)[O-])OC1COCC1)([2H])([2H])[2H]